bis-(2-trifluoromethyl-4-aminophenoxy)biphenyl phenolat C1(=CC=CC=C1)[O-].FC(C1=C(OC2=CC=C(C=C2)C2=CC=C(C=C2)OC2=C(C=C(C=C2)N)C(F)(F)F)C=CC(=C1)N)(F)F